O1C(C1)C1N(CC2=CC=CC=C2C1)C(=O)OC(C)(C)C tert-butyl 3-(oxiran-2-yl)-3,4-dihydroisoquinoline-2(1H)-carboxylate